S1C(=CC=C1)CC[N+]#[C-] 2-(THIEN-2-YL)ETHYLISOCYANIDE